N1C=C(C2=CC=CC=C12)CN(C(ON1C=NC=C1)=O)N1C(C2=CC=CC=C2C1=O)=O 1H-imidazol-1-yl ((1H-indol-3-yl)methyl)(1,3-dioxoisoindolin-2-yl)carbamate